5-bromo-3-nitro-pyridine-2-carboxylic acid methyl ester COC(=O)C1=NC=C(C=C1[N+](=O)[O-])Br